Cl.C[N+](CC(=O)[C@@](N(CCCCCCCCCCCC)CCCCCCCCCCCC)(CCC(=O)O)C(=O)N)(C)C (α-trimethylammonioacetyl)-didodecyl-D-glutamyl-amine hydrochloride